O=C(CC[C@H]1NC(OC1)=O)N1CC2(CN(C2)S(=O)(=O)C2=CC=C(C=C2)C(F)(F)F)C1 (4R)-4-[3-oxo-3-[2-[4-(trifluoromethyl)phenyl]sulfonyl-2,6-diazaspiro[3.3]heptan-6-yl]propyl]oxazolidin-2-one